(S)-1-cyano-N-(1-(3-methyl-1H-indazol-6-yl)-1H-imidazol-4-yl)pyrrolidine-3-carboxamide methyl-((4-(benzylthio)phenyl)sulfonyl)glycinate CN(CC(=O)O)S(=O)(=O)C1=CC=C(C=C1)SCC1=CC=CC=C1.C(#N)N1C[C@H](CC1)C(=O)NC=1N=CN(C1)C1=CC=C2C(=NNC2=C1)C